C[C@]1(CC[C@@H]2[C@H]3CC[C@]4([C@H]([C@@H]3CC[C@@H]2C1)CCCC[C@H]4O)C)O (2R,4aS,4bR,6aS,7R,11aS,11bR,13aR)-2,6a-dimethyloctadecahydro-1H-cyclohepta[a]phenanthrene-2,7-diol